4-((14S,17S)-1-(2,5-dioxo-2,5-dihydro-1H-pyrrol-1-yl)-14-isopropyl-12,15-dioxo-17-(3-ureidopropyl)-3,6,9-trioxa-13,16-diazaoctadecan-18-amido)benzyl (4-nitrophenyl) carbonate C(OCC1=CC=C(C=C1)NC([C@@H](NC([C@@H](NC(CCOCCOCCOCCN1C(C=CC1=O)=O)=O)C(C)C)=O)CCCNC(=O)N)=O)(OC1=CC=C(C=C1)[N+](=O)[O-])=O